ClC1=CC=C(C=2N=CSC21)C2=CN=C(S2)C 7-chloro-4-(2-methylthiazol-5-yl)-1,3-benzothiazole